N1(C=NC=C1)CCCNC(=O)C=1C=NC2=CC=C(C=C2C1NC(C)C)C=1C=NNC1 N-(3-(1H-imidazol-1-yl)propyl)-4-(isopropylamino)-6-(1H-pyrazol-4-yl)quinoline-3-carboxamide